4-[4-[(5S)-5-(hydroxymethyl)-2-oxo-oxazolidin-3-yl]phenyl]sulfonylpiperazine-1-carboxylic acid tert-butyl ester C(C)(C)(C)OC(=O)N1CCN(CC1)S(=O)(=O)C1=CC=C(C=C1)N1C(O[C@@H](C1)CO)=O